(1-(3-(prop-1-en-2-yl)naphthalen-1-yl)cyclopropyl)benzamide C=C(C)C=1C=C(C2=CC=CC=C2C1)C1(CC1)C1=C(C(=O)N)C=CC=C1